tert-butyl (2S)-2-(cyanomethyl)-4-(2'-(methylsulfinyl)-2,3,5',8'-tetrahydro-6'H-spiro[indene-1,7'-quinazolin]-4'-yl)piperazine-1-carboxylate C(#N)C[C@@H]1N(CCN(C1)C1=NC(=NC=2CC3(CCC12)CCC1=CC=CC=C13)S(=O)C)C(=O)OC(C)(C)C